N-(2-(tert-butylamino)-1-(2-chloro-5-fluorophenyl)-2-oxoethyl)-1-chloro-6-fluoro-N-(4-methoxybenzyl)-7-nitroisoquinoline-5-carboxamide C(C)(C)(C)NC(C(C1=C(C=CC(=C1)F)Cl)N(C(=O)C=1C=2C=CN=C(C2C=C(C1F)[N+](=O)[O-])Cl)CC1=CC=C(C=C1)OC)=O